6-(2-methylsulfonyl-5-oxo-5H,6H,7H,8H-pyrido[4,3-d]pyrimidin-6-yl)hexanoic acid CS(=O)(=O)C=1N=CC2=C(N1)CCN(C2=O)CCCCCC(=O)O